ClC1=CC=C(CN2CC(CCC2)C2=CC=NC=3N2N=C(C3)C=3C(=NC=CC3)O)C=C1 3-(7-(1-(4-chlorobenzyl)piperidin-3-yl)pyrazolo[1,5-a]pyrimidin-2-yl)pyridin-2-ol